FC(OC1=C(C=C(C(=C1)F)F)NC(=O)C1(CCC(CC1)C(=O)O)C1=C(C=CC=C1)C(C)C)F (1r,4r)-4-((2-(difluoromethoxy)-4,5-difluorophenyl)carbamoyl)-4-(2-isopropylphenyl)cyclohexane-1-carboxylic acid